ClC=1C(=CC2=C(N(C[C@H](N(S2(=O)=O)C)C2CCC2)C2=CC=CC=C2)C1)B1OC(C(O1)(C)C)(C)C (R)-7-chloro-3-cyclobutyl-2-methyl-5-phenyl-8-(4,4,5,5-tetramethyl-1,3,2-dioxaborolan-2-yl)-2,3,4,5-tetrahydrobenzo[f][1,2,5]thiadiazepine 1,1-dioxide